COC=1C=C(C=C(C1)OC)C=1C(N(C2=CC(=NC=C2C1)NC1=C(C=CC=C1C)C(C(=O)N)=C)CCCN1CCCCC1)=O 2-((3-(3,5-dimethoxyphenyl)-2-oxo-1-(3-(piperidin-1-yl)propaneyl)-1,2-dihydro-1,6-naphthyridin-7-yl)amino-3-methylphenyl)acrylamide